methyl 4-[2-[4-(pentafluorosulfanyl)anilino]-3-pyridyl]benzoate FS(C1=CC=C(NC2=NC=CC=C2C2=CC=C(C(=O)OC)C=C2)C=C1)(F)(F)(F)F